Tert-Butyl 4-({5,6-difluoro-1-[2-(2-hydroxyethoxy)ethyl]-1H-indol-2-yl}carbonyl)piperazine-1-carboxylate FC=1C=C2C=C(N(C2=CC1F)CCOCCO)C(=O)N1CCN(CC1)C(=O)OC(C)(C)C